tert-Butyl 4-(3-((4-((4-(1-(2,2,2-trifluoroethyl)-1H-pyrazol-4-yl)-5-(trifluoromethyl)-pyrimidin-2-yl)amino)piperidin-1-yl)sulfonyl)phenyl)piperazine-1-carboxylate FC(CN1N=CC(=C1)C1=NC(=NC=C1C(F)(F)F)NC1CCN(CC1)S(=O)(=O)C=1C=C(C=CC1)N1CCN(CC1)C(=O)OC(C)(C)C)(F)F